N2-[(2-chloro-3-fluoro-phenyl)methyl]-6-(1-tetrahydropyran-2-ylindazol-6-yl)-1,3,5-triazine-2,4-diamine ClC1=C(C=CC=C1F)CNC1=NC(=NC(=N1)N)C1=CC=C2C=NN(C2=C1)C1OCCCC1